FC1=C2C=CN(C2=CC(=C1)OC1=C2CCC(C2=CC=C1[N+](=O)[O-])OP(=O)(N1CC1)N1CC1)C bis(aziridin-1-yl)phosphinic acid 4-((4-fluoro-1-methyl-1H-indol-6-yl) oxy)-5-nitro-2,3-dihydro-1H-inden-1-yl ester